CC(CC1=CC=CC=C1)(C)O 1,1-Dimethyl-2-phenyl-ethyl alcohol